CC1=NOC(=C1C=1C=C2C(N(C(N(C2=CC1)C)=O)CC(=O)O)C1=CC=CC=C1)C 2-(6-(3,5-dimethylisoxazol-4-yl)-1-methyl-2-oxo-4-phenyl-1,4-dihydroquinazolin-3(2H)-yl)acetic acid